FC=1C=C(C=CC1F)CC(=O)NN1C(=NC2=CC(=CC=C2C1=O)F)N1CCCC1 2-(3,4-Difluoro-phenyl)-N-(7-fluoro-4-oxo-2-pyrrolidin-1-yl-4H-quinazolin-3-yl)-acetamide